CCCCC=CCCC non-5-en